C1(CC1)[C@]1(C(N(C[C@H]1C)C=1C=2N(N=CC1)C=C(C2)C=2C=NN(C2)C2CC1(CN(C1)C)C2)=O)C#N (3R,4S)-3-cyclopropyl-4-methyl-1-[6-[1-(2-methyl-2-azaspiro[3.3]heptan-6-yl)pyrazol-4-yl]pyrrolo[1,2-b]pyridazin-4-yl]-2-oxopyrrolidine-3-carbonitrile